FC1=C(C=CC=C1)NC1=NC=2C(N=C1NC1=CC(=CC=C1)OC(F)(F)F)=NON2 N5-(2-fluorophenyl)-N6-(3-(trifluoromethoxy)phenyl)-[1,2,5]oxadiazolo[3,4-b]pyrazine-5,6-diamine